C(CC)C1CCC2=CC=CC=C12 propyl-indane